C1(CCC1)NC=1N=CC2=C(N(C(C=3C=C(C=CC23)CN2CCC(CC2)C2=CC=NC=C2)=O)[C@@H]2CC[C@H](CC2)O)N1 trans-3-(Cyclobutylamino)-5-(4-hydroxycyclohexyl)-8-((4-(pyridin-4-yl)piperidin-1-yl)methyl)pyrimido[4,5-c]isoquinolin-6(5H)-one